methyl (2S,3S,4R,5S,6S)-3,4,5-triacetoxy-6-[2-[2-[[tert-butyl(dimethyl)silyl] oxymethyl]-5-nitro-phenyl]ethynyl]tetrahydropyran-2-carboxylate C(C)(=O)O[C@@H]1[C@H](O[C@H]([C@@H]([C@H]1OC(C)=O)OC(C)=O)C#CC1=C(C=CC(=C1)[N+](=O)[O-])CO[Si](C)(C)C(C)(C)C)C(=O)OC